NC(CNC([C@H](NC1=NC=2C(=CC=CC2C=2N1N=C(N2)C=2C=NN(C2)C)Br)C)=O)(C)C N-(2-amino-2-methylpropyl)-N2-[7-bromo-2-(1-methyl-1H-pyrazol-4-yl)[1,2,4]triazolo[1,5-c]quinazolin-5-yl]-D-alaninamide